CCCCCCCCCCCC(=O)O[C@H](COC(=O)CCCCCCC/C=C\CCCCCC)COP(=O)(O)OC[C@@H](C(=O)O)N 1-(9Z-hexadecenoyl)-2-dodecanoyl-glycero-3-phosphoserine